tert-butyl (S)-(1-((2-(benzyloxy)ethyl)amino)propan-2-yl)carbamate C(C1=CC=CC=C1)OCCNC[C@H](C)NC(OC(C)(C)C)=O